methyl-6-((2-methoxypyridin-3-yl)methoxy)-2-methylindole CC1=C(NC2=CC(=CC=C12)OCC=1C(=NC=CC1)OC)C